(2S)-3-(4-bromothiazol-2-yl)-2-(tert-butoxycarbonylamino)-propanoic acid BrC=1N=C(SC1)C[C@@H](C(=O)O)NC(=O)OC(C)(C)C